N-methoxy-N-methylbicyclo[2.2.1]heptane-1-carboxamide CON(C(=O)C12CCC(CC1)C2)C